1-((S)-7-(4-fluorobenzyl)-2-(phenoxymethyl)-2,3-dihydro-1H-pyrido[2,3-b][1,4]oxazin-1-yl)-2-((2R,5R)-5-methyl-2-(((R)-3-methylmorpholino)methyl)piperazin-1-yl)ethan-1-one FC1=CC=C(CC2=CC3=C(OC[C@@H](N3C(CN3[C@H](CN[C@@H](C3)C)CN3[C@@H](COCC3)C)=O)COC3=CC=CC=C3)N=C2)C=C1